C(C)(=O)O[C@@H]1C=C[C@H](C1)N1N=C(C=2C1=NC=NC2N)I (trans-4-(4-amino-3-iodo-1H-pyrazolo[3,4-d]pyrimidin-1-yl)cyclopent-2-en-1-yl) acetate